6-(2-(3-chloro-2-fluorophenyl)-2,2-difluoroacetyl)-2-(1-(5-phenylpyridin-3-yl)cyclopropyl)-3,5,6,7,8,9-hexahydro-4H-pyrimido[5,4-c]azepin-4-one ClC=1C(=C(C=CC1)C(C(=O)N1CC2=C(CCC1)N=C(NC2=O)C2(CC2)C=2C=NC=C(C2)C2=CC=CC=C2)(F)F)F